COC(C(C1=CC=C(C=C1)Cl)(O)C1OC2=C(C=CC=C2C=C1)Cl)=O 2-(8-chloro-2H-chromenyl)-2-hydroxy-2-p-chlorophenylacetic acid methyl ester